FC1=C(C(=CC=C1)C)N1N=C2C(=CC1=O)NN=C2C2=CC=C(C=C2)CN2C(CN(CC2)C)=O 5-(2-Fluoro-6-methylphenyl)-3-(4-((4-methyl-2-oxo-piperazin-1-yl)methyl)phenyl)-1H-pyrazolo[4,3-c]pyridazin-6(5H)-on